ClC=1C(=NC(=NC1)N[C@H]1CN(CC1)CC1CCN(CC1)CC1CCN(CC1)C=1C=C2CN(C(C2=CC1F)=O)C1CNCCC1)C1=CNC2=CC=CC=C12 3-(5-(4-((4-(((R)-3-((5-chloro-4-(1H-indol-3-yl)pyrimidin-2-yl)amino)Pyrrolidin-1-yl)methyl)piperidin-1-yl)methyl)piperidin-1-yl)-6-fluoro-1-oxoisoindoline-2-yl)piperidine